C(C)(=O)NC1=NC=CC(=C1)C#CC1=NC=NC(=C1NC(C(F)(F)F)=O)OCC(F)F N-[4-[2-(2-acetamido-4-pyridyl)ethynyl]-6-(2,2-difluoroethoxy)pyrimidin-5-yl]-2,2,2-trifluoro-acetamide